CC1COCCCN1 3-methyl-1,4-oxazepane